OC(=O)C(F)(F)F.[C@H]12CNC[C@@H]2C1C=1N=NN2C1C=CC=C2 3-[(1R,5S,6r)-3-azabicyclo[3.1.0]hex-6-yl][1,2,3]triazolo[1,5-a]pyridine TFA Salt